1-(2,6-dichlorophenyl)-4-((4-(6,7-dihydropyrano[4,3-c]pyrazol-2(4H)-yl)phenyl)amino)-1H-pyrazole-3-carboxamide ClC1=C(C(=CC=C1)Cl)N1N=C(C(=C1)NC1=CC=C(C=C1)N1N=C2C(=C1)COCC2)C(=O)N